3-(8-methoxyquinazolin-6-yl)-N-(3-(trifluoromethyl)phenyl)aniline COC=1C=C(C=C2C=NC=NC12)C=1C=C(NC2=CC(=CC=C2)C(F)(F)F)C=CC1